C1(CCCC1)OCC1=C(C=CC(=C1)NC(=O)[C@@H]1[C@@H](CCCC1)C(=O)O)C1=C(C(=CC(=C1)OC)OC1CC1)F (1R,2S)-2-((2-((cyclopentyloxy)methyl)-3'-cyclopropoxy-2'-fluoro-5'-methoxy-[1,1'-biphenyl]-4-yl)carbamoyl)cyclohexane-1-carboxylic acid